5-(ETHOXYCARBONYL)-1H-INDOL-2-YLBORONIC ACID C(C)OC(=O)C=1C=C2C=C(NC2=CC1)B(O)O